Tert-butyl ((1r,4r)-4-(aminomethyl)cyclohexyl)(methyl)carbamate NCC1CCC(CC1)N(C(OC(C)(C)C)=O)C